C1(CCCC1)[C@H](CC#N)N1N=CC(=C1)C=1C2=C(N=CN1)N(C=C2)C(OCC)OCC (S)-3-cyclopentyl-3-(4-(7-(diethoxymethyl)-7H-pyrrolo[2,3-d]pyrimidin-4-yl)-1H-pyrazol-1-yl)propionitrile